C1(CCC1)C1=CN=C(S1)C=1C=C(C(=O)N[C@H](C)C=2N=NC(=CC2)C)C=C(C1)OC[C@H]1COCC1 3-(5-cyclobutyl-1,3-thiazol-2-yl)-N-[(1R)-1-(6-methylpyridazin-3-yl)ethyl]-5-[(3R)-tetrahydrofuran-3-ylmethoxy]benzamide